FC(C1=NN=C(S1)N1N=CC2=C(C=C(C=C12)S(=O)(=O)NC1(CC1)C#N)N1CCN(CC1)C1=NN=CN1C)F 1-[({1-[5-(difluoromethyl)(1,3,4-thiadiazol-2-yl)]-4-[4-(4-methyl(1,2,4-triazol-3-yl))piperazinyl]-1H-indazol-6-yl}sulfonyl)amino]cyclopropanecarbonitrile